NC=1SC=C2C1C(N(C2=O)[C@H](CS(=O)(=O)C)C2=CC(=C(C=C2)OC)OC2CC2)=O (S)-1-amino-5-(1-(3-cyclopropoxy-4-methoxyphenyl)-2-(methylsulfonyl)ethyl)-4H-thieno[3,4-c]pyrrole-4,6(5H)-dione